BrC1=NN(C=2C=CC=C(C12)C#N)C1=CC=C(C=C1)OC(F)(F)F 3-bromo-1-[4-(trifluoromethoxy)phenyl]indazole-4-carbonitrile